[5-(3-chloro-2-piperazin-1-yl-6-quinolyl)-3-pyridyl]methanamine dihydrochloride Cl.Cl.ClC=1C(=NC2=CC=C(C=C2C1)C=1C=C(C=NC1)CN)N1CCNCC1